[Na].N1=NN=NC1=C1N=NN=N1 bitetrazole sodium salt